3H-quinolin N=1CCC=C2C=CC=CC12